3-methyl-N-(4-methyl-1,1-dioxo-thian-4-yl)-6-[[3-(2,2,2-trifluoroethoxy)-2-pyridyl]oxy]imidazo[1,2-a]pyridine-2-carboxamide CC1=C(N=C2N1C=C(C=C2)OC2=NC=CC=C2OCC(F)(F)F)C(=O)NC2(CCS(CC2)(=O)=O)C